C(#N)CC=1C=C(CNCCC(=O)NCCCNC2=NC3=C(C4=CN=CC=C24)C=CC(=C3)C(=O)N)C=CC1 5-((3-(3-((3-(Cyanomethyl)benzyl)amino)propanamido)propyl)amino)benzo[c][2,6]naphthyridine-8-carboxamide